N4-methyl-N2-(pyrazolo[1,5-a]pyridin-3-yl)-5-(trifluoromethyl)pyrimidine-2,4-diamine CNC1=NC(=NC=C1C(F)(F)F)NC=1C=NN2C1C=CC=C2